Cl.CN(C=1SC(=NN1)C1=NC=C(C=C1)C=1C=NN(C1)C)C1CC(NC(C1)(C)C)(C)C N-methyl-5-(5-(1-methyl-1H-pyrazol-4-yl)pyridin-2-yl)-N-(2,2,6,6-tetramethylpiperidin-4-yl)-1,3,4-thiadiazol-2-amine Hydrochloride salt